(4-fluorophenyl)-N-(1-(4-fluorophenyl)ethyl)-2-oxo-1-(pyrimidin-2-ylmethyl)-1,2-dihydro-1,8-naphthyridine-3-carboxamide FC1=CC=C(C=C1)C1=C(C(N(C2=NC=CC=C12)CC1=NC=CC=N1)=O)C(=O)NC(C)C1=CC=C(C=C1)F